O1CCN(CC1)CCOC=1C=CC2=C(CCC=3C=NC(=NC23)NC2=CC=C(C=C2)[N+](=O)[O-])C1 8-(2-Morpholinoethoxy)-N-(4-nitrophenyl)-5,6-dihydrobenzo[h]quinazolin-2-amine